CS(=O)(=O)[O-].C(CCCCCCCCCC)[NH+]1C(CCC1)C 1-Undecyl-2-Methylpyrrolidinium methansulfonat